CC1=C(C=C(C=C1)C)NC(=O)NC(C)(C#C)C 1-(2,5-dimethylphenyl)-3-(2-methylbut-3-yn-2-yl)urea